4-(difluoromethyl)-N-[4-fluoro-5-(2-morpholin-4-ylpyrimidin-4-yl)-2-[(3R,5S)-3,4,5-trimethylpiperazin-1-yl]phenyl]-1-methyl-6-oxopyridine-3-carboxamide FC(C=1C(=CN(C(C1)=O)C)C(=O)NC1=C(C=C(C(=C1)C1=NC(=NC=C1)N1CCOCC1)F)N1C[C@H](N([C@H](C1)C)C)C)F